N-[8-(methanesulfonamidomethyl)-6-methyl-imidazo[1,2-a]pyrazin-2-yl]-2-methyl-indazole-7-carboxamide CS(=O)(=O)NCC=1C=2N(C=C(N1)C)C=C(N2)NC(=O)C2=CC=CC1=CN(N=C21)C